NC(CN1C2C(C=3C=CC=C(C13)Br)CN(CC2)C(=O)OCC)=O ethyl 5-(2-amino-2-oxoethyl)-6-bromo-3,4,4a,5-tetrahydro-1H-pyrido[4,3-b]indole-2(9bH)-carboxylate